ammonioaluminum [NH3+][Al]